2-amino-5-(4-(2-morpholinoethoxy)phenyl)nicotinic acid NC1=C(C(=O)O)C=C(C=N1)C1=CC=C(C=C1)OCCN1CCOCC1